1-[(2-Chloro-5-thiazolyl)methyl]-3-[3-(2-cyclopropylethynyl)phenyl]-2-hydroxy-9-methyl-4-oxo-4H-pyrido[1,2-a]pyrimidinium ClC=1SC(=CN1)C[N+]1=C2N(C(C(=C1O)C1=CC(=CC=C1)C#CC1CC1)=O)C=CC=C2C